6-{6-methyl-4-[(1-methylcyclopropyl)amino]furo[2,3-d]pyrimidine-5-carbonyl}-1,2,5,6,7,8-hexahydro-2,6-naphthyridin-1-one CC1=C(C2=C(N=CN=C2NC2(CC2)C)O1)C(=O)N1CC=2C=CNC(C2CC1)=O